di-ammonium sulfite S(=O)([O-])[O-].[NH4+].[NH4+]